1-bromo-2-(difluoromethoxy)-3-methylbenzene BrC1=C(C(=CC=C1)C)OC(F)F